C1OCC12CC(C2)NC(CCCCCCCC(=O)OC(CCCCCCCC)CCCCCCCC)CCCCCCCC(=O)OC(C)(CCCCCCCC)C 1-(heptadecan-9-yl) 17-(2-methyldecan-2-yl) 9-((2-oxaspiro[3.3]heptan-6-yl)amino)heptadecanedioate